N-(cyclohexylphenylthio)phthalimide C1(CCCCC1)C1=C(C=CC=C1)SN1C(C=2C(C1=O)=CC=CC2)=O